ClC1=C(C=C(C=C1)F)C1NC(C=2C3=C(C=C(C12)NS(=O)(=O)C1=CC=C(C=C1)C)C=CC(=C3)C#N)=O N-[3-(2-chloro-5-fluorophenyl)-8-cyano-1-oxo-2,3-dihydro-1H-benzo[e]isoindol-4-yl]-4-methylbenzenesulfonamide